C(C1=CC=CC=C1)(=O)C1=CC2=C(NC(=N2)C2=CC=C(C=C2)NC(=O)C=2OC=CN2)C=C1 Oxazole-2-carboxylic Acid [4-(5-benzoyl-1H-benzoimidazol-2-yl)-phenyl]-amide